3-(6-hydroxy-6-methyl-7-oxo-5,6,7,8-tetrahydro-1,8-naphthyridin-3-yl)-N-methyl-N-((3-methylbenzofuran-2-yl)methyl)acrylamide OC1(CC=2C=C(C=NC2NC1=O)C=CC(=O)N(CC=1OC2=C(C1C)C=CC=C2)C)C